N-[2-[(4-Hydroxyphenyl)amino]pyridin-3-yl]-4-methoxybenzenesulfonamide OC1=CC=C(C=C1)NC1=NC=CC=C1NS(=O)(=O)C1=CC=C(C=C1)OC